Methyl 4-[4-benzyloxy-1-(3,4-difluorophenyl)-2-[2-methoxy-1-(methoxymethyl)ethyl]indol-3-yl]benzoate C(C1=CC=CC=C1)OC1=C2C(=C(N(C2=CC=C1)C1=CC(=C(C=C1)F)F)C(COC)COC)C1=CC=C(C(=O)OC)C=C1